ClC1=CC(=CC(=N1)N1CCN(CC1)S(=O)(=O)C1=CC=C(C=C1)NC(C1=CC(=CC=C1)I)=O)C(F)(F)F N-(4-((4-(6-chloro-4-(trifluoromethyl)pyridin-2-yl)piperazin-1-yl)sulfonyl)phenyl)-3-iodobenzamide